tert-butyl 6-(4-formylbenzyl)-2-azaspiro[3.3]heptane-2-carboxylate C(=O)C1=CC=C(CC2CC3(CN(C3)C(=O)OC(C)(C)C)C2)C=C1